CC1(OB(OC1(C)C)C1=CC=C(C=C1)C1=NN(N=C1)COCC[Si](C)(C)C)C 4-(4-(4,4,5,5-tetramethyl-1,3,2-dioxaborolan-2-yl)phenyl)-2-((2-(trimethylsilyl)ethoxy)methyl)-2H-1,2,3-triazole